(1-benzoylamino-2,2-dichlorovinyl)-phosphonic acid C(C1=CC=CC=C1)(=O)NC(=C(Cl)Cl)P(O)(O)=O